2,6-dibromo-3,3-difluoro-2,3-dihydro-1H-Indene-5-carbonitrile BrC1CC2=CC(=C(C=C2C1(F)F)C#N)Br